(S)-6-(2,5-diaminopentyl)-11-fluoro-4-methoxy-5,8-dihydrobenzo[5,6]azepino[3,4-b]indol-7(6H)-one hydrochloride salt Cl.N[C@H](CN1C(C=2NC=3C=CC(=CC3C2C2=C(C1)C(=CC=C2)OC)F)=O)CCCN